Acetic acid (2s,4s)-1,7,7-trimethylbicyclo[2.2.1]hept-2-yl ester CC12[C@H](C[C@H](CC1)C2(C)C)OC(C)=O